2-((6-Chloropyridin-3-yl)methyl)-6-(phenylsulfonyl)phthalazin-1(2H)-one ClC1=CC=C(C=N1)CN1C(C2=CC=C(C=C2C=N1)S(=O)(=O)C1=CC=CC=C1)=O